(Z)-2-(thiazol-4-ylmethylene)benzofuran-3(2H)-one S1C=NC(=C1)\C=C\1/OC2=C(C1=O)C=CC=C2